1-(4'-Acetylphenyl)thiourea C(C)(=O)C1=CC=C(C=C1)NC(=S)N